((2R,3R,4S,5R)-4-acetoxy-5-(2-amino-7-benzyl-8-oxo-7,8-dihydro-9H-purin-9-yl)-3-fluorotetrahydrofuran-2-yl)methyl acetate C(C)(=O)OC[C@H]1O[C@H]([C@@H]([C@@H]1F)OC(C)=O)N1C2=NC(=NC=C2N(C1=O)CC1=CC=CC=C1)N